[Ce].[Cu].[Fe].[Mn] manganese iron copper cerium